N1(N=CN=C1)CC(C(=O)NC1CCN(CC1)C1=NC(=NC=C1)Cl)C(C1=CC=CC=C1)=O 2-((1H-1,2,4-triazol-1-yl)methyl)-N-(1-(2-chloropyrimidin-4-yl)piperidin-4-yl)-3-oxo-3-phenylpropanamide